OC(CNC(=O)C1=NC=NC=C1)CN1CC2=C(NC=3C=CC=CC23)CC1 N-(2-hydroxy-3-{1H,2H,3H,4H,5H-pyrido[4,3-b]indol-2-yl}propyl)pyrimidine-4-carboxamide